C(C=C)(=O)N1[C@H](CN(CC1)C=1C2=C(N=C(N1)OCC13CCCN3CCC1)N=C(C=C2)C2=CC=CC1=CC=CC(=C21)Cl)CC#N (S)-2-(1-acryloyl-4-(7-(8-chloronaphthalen-1-yl)-2-((tetrahydro-1H-pyrrolizin-7a(5H)-yl)methoxy)pyridino[2,3-d]pyrimidin-4-yl)piperazin-2-yl)acetonitrile